2-((2,3-Dihydro-1H-pyrrolo[3,4-c]pyridin-6-yl)oxy)-N,N-dimethylacetamide HCl salt Cl.C1NCC=2C=NC(=CC21)OCC(=O)N(C)C